N1=C(C=CC=C1)N1N=CC=C1 1-(pyridin-2-yl)-1H-pyrazol